FC(COC1=NC=C(C(=O)NC=2SC3=C(N2)C=CC(=C3)C(=O)O)C=C1)(F)F 2-(6-(2,2,2-trifluoroethoxy)nicotinamido)benzo[d]thiazole-6-carboxylic acid